C(C)[Si](OC1(CCNCC1)C(F)(F)F)(CC)CC triethyl-[[4-(trifluoromethyl)-4-piperidinyl]oxy]silane